CC1=C(C=C(C(=O)NC2=C(C(=CC=C2)CN2CCN(CC2)C)C(F)(F)F)C=C1)CNC=1C=NC=NC1 4-methyl-N-(3-((4-methylpiperazin-1-yl)methyl)(trifluoromethyl)phenyl)-3-((pyrimidin-5-ylamino)methyl)benzamide